fluoro-2-(1-{6-methyl-4-[(1-methylcyclopropyl)amino]furo[2,3-d]pyrimidin-5-carbonyl}piperidin-4-yl)-N-(prop-2-yl)pyrimidin-4-amine FC=1C(=NC(=NC1)C1CCN(CC1)C(=O)C1=C(OC=2N=CN=C(C21)NC2(CC2)C)C)NC(C)C